N[C@@H]1C=2C(=NC=CC2)CC12CCN(CC2)C=2C=1N(C(=C(N2)C)C2=C(C(N(C=C2)C)=O)F)N=CC1 [4-[(5S)-5-Aminospiro[5,7-dihydro-cyclopenta[b]pyridin-6,4'-piperidin]-1'-yl]-6-methyl-pyrazolo[1,5-a]pyrazin-7-yl]-3-fluoro-1-methyl-pyridin-2-one